The molecule is an amino tetrasaccharide that is beta-D-Galp-(1->3)-beta-D-GlcpNAc-(1->6)-alpha-D-GalpNAc in which the hydroxy group at position 3 of the alpha-D-GalpNAc moiety has been glycosylated by a beta-D-Galp group. It is an amino tetrasaccharide and a member of acetamides. It derives from a beta-D-Galp-(1->3)-[beta-D-GlcpNAc-(1->6)]-alpha-D-GalpNAc. CC(=O)N[C@@H]1[C@H]([C@H]([C@H](O[C@@H]1O)CO[C@H]2[C@@H]([C@H]([C@@H]([C@H](O2)CO)O)O[C@H]3[C@@H]([C@H]([C@H]([C@H](O3)CO)O)O)O)NC(=O)C)O)O[C@H]4[C@@H]([C@H]([C@H]([C@H](O4)CO)O)O)O